BrC=1C(=C(C(=O)O)C=CC1S(=O)(=O)C)C bromo-2-methyl-4-(methylsulfonyl)benzoic acid